3-(4,5-dimethyl-4H-1,2,4-triazol-3-yl)cyclohexanamine CN1C(=NN=C1C)C1CC(CCC1)N